C(CCCCCCCCCCCCCC=C)O 15-Hexadecenol